Tert-butyl (S,E)-(((tert-butoxycarbonyl)amino)(2-(3-(6-(3-methoxypropoxy)naphthalen-2-yl)-1,2,4-oxadiazol-5-yl)pyrrolidin-1-yl)methylene)carbamate C(C)(C)(C)OC(=O)N/C(/N1[C@@H](CCC1)C1=NC(=NO1)C1=CC2=CC=C(C=C2C=C1)OCCCOC)=N\C(OC(C)(C)C)=O